NCC1(CCN(CC1)C1=NC(=CC(=N1)OC1=CC(=CC=C1)F)C(F)(F)F)O 4-(aminomethyl)-1-[4-(3-fluorophenoxy)-6-(trifluoromethyl)pyrimidin-2-yl]Piperidin-4-ol